Cl.N1CCC2=CC(=CC=C12)C1=CN(C=2N=C(N=C(C21)N)C)C 5-(indolin-5-yl)-2,7-dimethyl-7H-pyrrolo[2,3-d]pyrimidin-4-amine hydrochloride